C(C)OC(=O)C1=CC=2C(=CN=CC2N2C(NC3=C(C2=O)SC(=C3)C3=C(C=CC(=C3)OC)Cl)=O)S1 4-[6-(2-chloro-5-methoxy-phenyl)-2,4-dioxo-1H-thieno[3,2-d]pyrimidin-3-yl]thieno[2,3-c]pyridine-2-carboxylic acid ethyl ester